triglycerol monomyristate C(CCCCCCCCCCCCC)(=O)O.OCC(O)CO.OCC(O)CO.OCC(O)CO